BrC1=CC=C(C=N1)OC1=CC(=NC2=CC(=C(C=C12)OC)OC)NCC1=CC=C(C=C1)OC 4-((6-bromopyridin-3-yl)oxy)-6,7-dimethoxy-N-(4-methoxybenzyl)quinolin-2-amine